4-ethylpiperazine-1-thiocarboxamide C(C)N1CCN(CC1)C(N)=S